N,N-Diisopropylbenzamide Hydrochloride Cl.C(C)(C)N(C(C1=CC=CC=C1)=O)C(C)C